C1N(CCC2=CC=CC=C12)C[C@H](CN1CCOC2=C(C1=O)C=CC(=C2)C(C)N2CC1(COC1)C2)O 4-[(2R)-3-(3,4-dihydro-1H-isoquinolin-2-yl)-2-hydroxy-propyl]-8-[1-(2-oxa-6-azaspiro[3.3]heptan-6-yl)ethyl]-2,3-dihydro-1,4-benzoxazepin-5-one